7-vinyl-1H-pyrrolo[3,2-b]pyridine-5-carboxylic acid methyl ester COC(=O)C1=CC(=C2C(=N1)C=CN2)C=C